CN(CCNC(=S)N/N=C(\C)/C1=NC=CC=C1)C (E)-N-(2-(dimethylamino)ethyl)-2-(1-(pyridin-2-yl)ethylidene)hydrazine-1-carbothioamide